OC(C[C@@H]1CC[C@H](CC1)C1=NC(=NC=C1C(=O)N)N1N=C(C=2C1=CN=CC2)C)(C)C (trans-4-(2-hydroxy-2-methylpropyl)cyclohexyl)-2-(3-methyl-1H-pyrazolo[3,4-c]pyridin-1-yl)pyrimidine-5-carboxamide